(S)-2-(5-(6-chloro-7-fluoro-5-methoxy-1-methyl-3-(1H-pyrazol-4-yl)-1H-indol-2-yl)-1H-1,2,4-triazol-3-yl)propionitrile ClC1=C(C=C2C(=C(N(C2=C1F)C)C1=NC(=NN1)[C@H](C#N)C)C=1C=NNC1)OC